4-(3-methylphenyl)-oxan-2-one CC=1C=C(C=CC1)C1CC(OCC1)=O